1-(5-chloro-4-((3-(3-hydroxy-3-methylbutyl)-1-methyl-2-oxo-2,3-dihydro-1H-benzo[d]imidazol-5-yl)amino)pyrimidin-2-yl)-N,N-dimethylpiperidine-4-carboxamide ClC=1C(=NC(=NC1)N1CCC(CC1)C(=O)N(C)C)NC1=CC2=C(N(C(N2CCC(C)(C)O)=O)C)C=C1